FC(OC1(CCC1)OCC(=O)N)(F)F 2-[cis-3-cis-(trifluoromethoxy)cyclobutoxy]Acetamide